CN1N=CC2=CC=CC(=C12)NS(=O)(=O)C=1C=NC(=CC1)C1=CNC=C1 N-(1-METHYL-1H-INDAZOL-7-YL)-6-(1H-PYRROL-3-YL)PYRIDINE-3-SULFONAMIDE